FC1=C(C=CC=C1)CC(=O)NC=1SC(=NN1)C1CN(CCC1)C=1N=NC(=CC1)NC(CC1=CC(=CC=C1)OC(F)(F)F)=O 2-(2-Fluorophenyl)-N-(5-(1-(6-(2-(3-(trifluoromethoxy)phenyl)acetamido)pyridazin-3-yl)piperidin-3-yl)-1,3,4-thiadiazol-2-yl)acetamide